4-chloro-N,N-dimethyl-1,3,5-triazin-2-amine ClC1=NC(=NC=N1)N(C)C